C(C)N(C([S-])=S)CC.[Ni+2].C(C)N(C([S-])=S)CC nickel (II) diethyldithiocarbamate